FC=1C=C(C(=NC1)C=1CCCC2=C(C1C1=CC=C(C=C1)C=C1CN(C1)CCCF)C=CC(=C2)C(=O)O)C 8-(5-fluoro-3-methylpyridin-2-yl)-9-(4-((1-(3-fluoropropyl)azetidin-3-ylidene)methyl)phenyl)-6,7-dihydro-5H-benzo[7]annulene-3-carboxylic acid